7-(4-bromo-3-chloro-benzoyl)-2-(4-methoxyphenyl)-3-oxo-N-[rac-(1R)-1-(2-fluorophenyl)ethyl]-6,8-dihydro-5H-imidazo[1,5-a]pyrazine-1-carboxamide BrC1=C(C=C(C(=O)N2CC=3N(CC2)C(N(C3C(=O)N[C@H](C)C3=C(C=CC=C3)F)C3=CC=C(C=C3)OC)=O)C=C1)Cl |r|